O[C@@H](C)[C@H]1OC(CN(C1)C(=O)OC(C)(C)C)(C)C tert-butyl (6S)-6-[(1S)-1-hydroxyethyl]-2,2-dimethylmorpholine-4-carboxylate